FC=1C=CC(=C2[C@@H](CC(C12)(C)C)C)N |r| racemic-7-fluoro-1,1,3-trimethylindan-4-ylamine